CC1=CC=C2C=CC3=CC=CC4=CC=C1C2=C34 1-Methylpyrene